1,5-dichloro-3,3-di(2-chloroethyl)pentane ClCCC(CCCl)(CCCl)CCCl